BrC1=C(C=CC(=C1)[N+](=O)[O-])CO (2-bromo-4-nitrophenyl)methanol